2-((3,5-dichloro-4-(4-hydroxy-3-isopropylbenzyl)phenyl)thio)-N-(pyrazin-2-yl)acetamide ClC=1C=C(C=C(C1CC1=CC(=C(C=C1)O)C(C)C)Cl)SCC(=O)NC1=NC=CN=C1